(S)-N-(2-(pyridin-3-yl-methoxy)-4-(2-bromo-3-phenylbenzyloxy)-5-chlorobenzyl)serine isopropyl ester maleate C(\C=C/C(=O)O)(=O)O.C(C)(C)OC([C@@H](NCC1=C(C=C(C(=C1)Cl)OCC1=C(C(=CC=C1)C1=CC=CC=C1)Br)OCC=1C=NC=CC1)CO)=O